methyl 2-[3-(carbamothioylamino)phenyl]acetate C(N)(=S)NC=1C=C(C=CC1)CC(=O)OC